(6-(2,6-dichloropyrimidin-4-yl)-6-azaspiro[3.4]octan-7-yl)methanol ClC1=NC(=CC(=N1)N1CC2(CCC2)CC1CO)Cl